BrC1=CN(C=2C(N(C=CC21)C)=O)C(=O)OC(C)(C)C tert-butyl 3-bromo-6-methyl-7-oxo-6,7-dihydro-1H-pyrrolo[2,3-c]pyridine-1-carboxylate